C(C)(C)(C)N1N=C(C(=C1)C(=O)NCC#CC1=NN2C(C=CC=C2N[C@H]2[C@H](CN(CC2)C)F)=C1CC(F)(F)F)C 1-tert-butyl-N-[3-(7-{[(3S,4R)-3-fluoro-1-methylpiperidin-4-yl]amino}-3-(2,2,2-trifluoroethyl)pyrazolo[1,5-a]pyridin-2-yl)prop-2-yn-1-yl]-3-methyl-1H-pyrazole-4-carboxamide